N-(6-(6-(1-(azetidin-3-yl)-1H-pyrazol-4-yl)imidazo[1,2-b]pyridazin-3-yl)pyridin-2-yl)-2-azaspiro[3.3]heptan-6-amine N1CC(C1)N1N=CC(=C1)C=1C=CC=2N(N1)C(=CN2)C2=CC=CC(=N2)NC2CC1(CNC1)C2